Cl.Cl.N1=CC=CC=2CCNCC12 5,6,7,8-tetrahydro-1,7-naphthyridine dihydrochloride